S(OC1=CC(=CC=C1)OC1C(NC(CC1)=O)=O)(=O)(=O)F 3-((2,6-dioxopiperidin-3-yl)oxy)phenyl sulfurofluoridate